2-((7-bromo-4-oxo-3,4-dihydrophthalazin-1-yl)methyl)isoindoline-1,3-dione BrC1=CC=C2C(NN=C(C2=C1)CN1C(C2=CC=CC=C2C1=O)=O)=O